(R)-(5-(6-chloro-7-fluoro-3-(1H-imidazol-1-yl)-5-methoxy-1-methyl-1H-indol-2-yl)-4H-1,2,4-triazol-3-yl)(3-hydroxypyrrolidin-1-yl)methanone ClC1=C(C=C2C(=C(N(C2=C1F)C)C=1NC(=NN1)C(=O)N1C[C@@H](CC1)O)N1C=NC=C1)OC